3-pyrimidin-4-ylazetidin N1=CN=C(C=C1)C1CNC1